3-chloro-6,6-dimethyl-6,12-dihydroindolo[2,1-b]quinazolin-12-one ClC1=CC=C2C(N3C(=NC2=C1)C(C1=CC=CC=C13)(C)C)=O